(6-Chlorothiazolo[5,4]pyridin-2-yl)carbamic acid tert-butyl ester C(C)(C)(C)OC(NC=1SC=2C=C(C=NC2N1)Cl)=O